7-bromo-3-(trifluoromethyl)quinoline BrC1=CC=C2C=C(C=NC2=C1)C(F)(F)F